C(C1=CC=CC=C1)N(C([S-])=S)CC1=CC=CC=C1.C(C1=CC=CC=C1)N(C([S-])=S)CC1=CC=CC=C1.[Zn+2] zinc bis(dibenzyl dithiocarbamate)